The molecule is the dihydrate of a tris(1,10-phenanthroline)ruthenium(2+) dichloride salt. It has a role as a fluorochrome. It is an organic chloride salt and a hydrate. It contains a tris(1,10-phenanthroline)ruthenium(2+). C1=CC2=C(C3=C(C=CC=N3)C=C2)N=C1.C1=CC2=C(C3=C(C=CC=N3)C=C2)N=C1.C1=CC2=C(C3=C(C=CC=N3)C=C2)N=C1.O.O.[Cl-].[Cl-].[Ru+2]